5-((4-methylpiperazin-1-yl)methyl)-3-(3-(pyridin-3-yl)pyrazolo[1,5-a]pyridin-5-yl)-1H-pyrrolo[2,3-b]pyridine CN1CCN(CC1)CC=1C=C2C(=NC1)NC=C2C2=CC=1N(C=C2)N=CC1C=1C=NC=CC1